C(C(=O)OC(C)(C)CC)(=O)OOC(C)(C)CC di-t-amyl peroxyoxalate